ethyl 5-aminothiazole-4-carboxylate NC1=C(N=CS1)C(=O)OCC